3-methyl-2-oxo-2,3-dihydro-1H-benzo[d]imidazole-4-carbaldehyde CN1C(NC2=C1C(=CC=C2)C=O)=O